ethyl 5-chloroimidazo[1,2-c]pyrido[3,4-e]pyrimidine-2-carboxylate ClC1=NC2=C(C=3N1C=C(N3)C(=O)OCC)C=NC=C2